5-(5-(1,3-dimethyl-2-oxo-1,2-dihydroquinolin-5-yl)-8-methyl-5,6,7,8-tetrahydropteridin-2-yl)-N-(3-(3-(2,6-dioxopiperidin-3-yl)benzofuran-5-yl)prop-2-yn-1-yl)picolinamide CN1C(C(=CC2=C(C=CC=C12)N1C=2C=NC(=NC2N(CC1)C)C=1C=CC(=NC1)C(=O)NCC#CC=1C=CC2=C(C(=CO2)C2C(NC(CC2)=O)=O)C1)C)=O